ClC1=C(C=CC=C1)CC(=O)NC1=CC(=C(C=C1)COC1=CC=NN1C(F)F)S(N)(=O)=O 2-(2-chlorophenyl)-N-(4-(((1-(difluoromethyl)-1H-pyrazol-5-yl)oxy)methyl)-3-sulfamoylphenyl)acetamide